1-(4-bromo-3,5-dimethoxyphenyl)-2,5,8,11-tetraoxatridecan-13-ol BrC1=C(C=C(C=C1OC)COCCOCCOCCOCCO)OC